2-(3-aminopiperidin-1-yl)-N-(benzo[d][1,3]dioxol-5-yl(5-chloro-8-hydroxyquinolin-7-yl)methyl)acetamide NC1CN(CCC1)CC(=O)NC(C1=CC(=C2C=CC=NC2=C1O)Cl)C1=CC2=C(OCO2)C=C1